ClC1=CC=C(C=C1)N1C2=NC(=NC(=C2N=C1C=1C=NC(=CC1)C#N)N1CCC(CC1)(C(=O)N)OCC)N1[C@@H](CCC1)CO 1-[9-(4-chlorophenyl)-8-(6-cyano-3-pyridinyl)-2-[(2S)-2-(hydroxymethyl)pyrrolidin-1-yl]purin-6-yl]-4-ethoxy-piperidine-4-carboxamide